2-cyano-3-fluoro-N-(3-(2-methoxypyridin-4-yl)-1H-indazol-5-yl)isonicotinamide C(#N)C=1C(=C(C(=O)NC=2C=C3C(=NNC3=CC2)C2=CC(=NC=C2)OC)C=CN1)F